OC(CN(CCCC(=O)OCCN1CCN(CC1)CCSSCCCN(CC(CCCCC(=O)OCCCC)O)CC(CCCCC(=O)OCCCC)O)CC(CCCC(=O)OC(CC)CC)O)CCCC(OC(CC)CC)=O Dibutyl 7,7'-((3-((2-(4-(2-((4-(bis(2-hydroxy-6-oxo-6-(pentan-3-yloxy)hexyl)amino)butanoyl)oxy)ethyl)piperazin-1-yl)ethyl)disulfaneyl)propyl)azanediyl)bis(6-hydroxyheptanoate)